COC1=CC=C(C=C1)C=1N=C(C2=C(N1)SC1=C2CCCC1)SCC(=O)O {[2-(4-Methoxyphenyl)-5,6,7,8-tetrahydro[1]benzothieno[2,3-d]pyrimidin-4-yl]sulfanyl}acetic acid